CC1C2=C(C(=CC(=C2)C(C)(C)C)C(C)(C)C)OP(OC3=C1C=C(C=C3C(C)(C)C)C(C)(C)C)F 2,2'-ethylidenebis(4,6-di-tert-butylphenyl)fluorophosphonite